[SiH3]NC(OCC[Si](OC)(OC)OC)=O (2-(trimethoxysilyl) ethyl) silylcarbamate